3-((3-exo)-3-(3-((5-methyl-1H-pyrazol-3-yl)amino)-5H-pyrrolo[2,3-b]pyrazin-5-yl)-8-azabicyclo[3.2.1]oct-8-yl)propionitrile CC1=CC(=NN1)NC1=CN=C2C(=N1)N(C=C2)C2CC1CCC(C2)N1CCC#N